4-(5-(phenylamino)-1,3,4-oxadiazol-2-yl)phenol C1(=CC=CC=C1)NC1=NN=C(O1)C1=CC=C(C=C1)O